N,1-dibenzyl-7-isobutyloctahydro-6H-3,6-methanopyrrolo[3,2-c]pyridine-6-carboxamide C(C1=CC=CC=C1)NC(=O)C12C(C3C(CN1)C(CN3CC3=CC=CC=C3)C2)CC(C)C